tert-Butyl 7-(5-cyclopropyl-7-tosyl-7H-pyrrolo[2,3-d]pyrimidin-4-yl)-4,7-diazaspiro[2.5]octane-4-carboxylate C1(CC1)C1=CN(C=2N=CN=C(C21)N2CCN(C1(CC1)C2)C(=O)OC(C)(C)C)S(=O)(=O)C2=CC=C(C)C=C2